BrC1=CC=C(C=C1)C1=C(C2=C(S1)C=C(C=C2)O)OC2=CC=C(OCCN1CCN(CC1)CCNC=1C=CC=C3C(N(C(=NC13)C)C1C(NC(CC1)=O)=O)=O)C=C2 3-(8-((2-(4-(2-(4-((2-(4-bromophenyl)-6-hydroxybenzo[b]thiophen-3-yl)oxy)phenoxy)ethyl)piperazin-1-yl)ethyl)amino)-2-methyl-4-oxoquinazolin-3(4H)-yl)piperidine-2,6-dione